Br/C=C(/C(=O)OC)\C methyl (E)-3-bromo-2-methylacrylate